tert-butyl N-[cis-3-[[6-bromo-3-[N'-[4-[tert-butyl(dimethyl)silyl]oxy-2-ethyl-phenyl]carbamimidoyl]pyrrolo[1,2-b]pyridazin-4-yl]amino]cyclopentyl]carbamate BrC=1C=C2N(N=CC(=C2N[C@H]2C[C@H](CC2)NC(OC(C)(C)C)=O)C(N)=NC2=C(C=C(C=C2)O[Si](C)(C)C(C)(C)C)CC)C1